CN1C(CN=C(C2=C1C=CC(=C2)[N+](=O)[O-])C2=C(C=CC=C2)NCCCC(=O)O)=O 4-{[2-(1-methyl-7-nitro-2-oxo-2,3-dihydro-1H-1,4-benzodiazepin-5-yl)phenyl]amino}butanoic acid